ethyl-8-{2-[7-(dimethylamino)hexadecyl]cyclopropyl}octanoate C(C)OC(CCCCCCCC1C(C1)CCCCCCC(CCCCCCCCC)N(C)C)=O